benzyl 6-formyl-2-azaspiro[3.3]heptane-2-carboxylate C(=O)C1CC2(CN(C2)C(=O)OCC2=CC=CC=C2)C1